(3R,4R)-4-amino-1-(8-fluoro-2-(((2R,7aS)-2-fluorotetrahydro-1H-pyrrolizin-7a(5H)-yl)methoxy)-7-(3-hydroxynaphthalen-1-yl)pyrido[4,3-d]pyrimidin-4-yl)pyrrolidin-3-ol N[C@H]1[C@@H](CN(C1)C=1C2=C(N=C(N1)OC[C@]13CCCN3C[C@@H](C1)F)C(=C(N=C2)C2=CC(=CC1=CC=CC=C21)O)F)O